1,1'-azobis(1-cyclohexanecarbonitrile) N(=NC1(CCCCC1)C#N)C1(CCCCC1)C#N